N1(CCOCC1)C1=NC=2N(C(=N1)NCC1=NC(=NN1[C@@H]1OCCCC1)C1=CC=CC=C1)N=CC2C(F)(F)F |r| 2-(morpholin-4-yl)-N-({3-phenyl-1-[(2RS)-tetrahydro-2H-pyran-2-yl]-1H-1,2,4-triazol-5-yl}methyl)-8-(trifluoromethyl)pyrazolo[1,5-a][1,3,5]triazin-4-amine